6-ethoxy-2-methyl-N-{6-[(3S)-3-methyl-4-(oxan-4-yl)piperazin-1-yl]pyridazin-3-yl}-2H-indazole-5-carboxamide C(C)OC=1C(=CC2=CN(N=C2C1)C)C(=O)NC=1N=NC(=CC1)N1C[C@@H](N(CC1)C1CCOCC1)C